BrC=1C=C(C2=C(N(C(N2)=O)C=2SC(=NN2)C(F)F)C1)N1C[C@H](N(CC1)C(=O)OC(C)(C)C)C |r| tert-butyl rac-(2R)-4-[6-bromo-1-[5-(difluoromethyl)-1,3,4-thiadiazol-2-yl]-2-oxo-3H-benzimidazol-4-yl]-2-methyl-piperazine-1-carboxylate